(E)-3-((3-((E)-4-(1-morpholinoethyl)styryl)-1H-indazol-6-yl)methylene)-4-phenylpyrrole O1CCN(CC1)C(C)C1=CC=C(/C=C/C2=NNC3=CC(=CC=C23)\C=C/2\C=NC=C2C2=CC=CC=C2)C=C1